C(CCCC)OC1=C2N=CN(C2=NC=N1)CCC(=O)NO 3-(6-pentyloxy-9H-purin-9-yl)-N-hydroxypropionamide